COC(C1=CC=C(C=C1)OCCN1CCCC1)=O 4-(2-(pyrrolidin-1-yl)ethoxy)benzoic acid methyl ester